FC(S(=O)(=O)[O-])(F)F.CN(C=1C=C2C=CC(=[N+](C2=CC1)C)C=CC1=CC=NC2=C(C=CC=C12)O)C 6-Dimethylamino-2-[2-(8-Hydroxyquinolin-4-yl)-vinyl]-1-methylquinolinium trifluoromethanesulfonate